2-methyl-1-(isoquinolin-2-yl)indole CC=1N(C2=CC=CC=C2C1)N1CC2=CC=CC=C2C=C1